C1(=CC=CC=C1)C1=NC(=NC2=CC=CC=C12)N1C2=CC=CC=C2C2=CC(=C3C(=C12)C=CC=C3)C3=C(C(=O)OC)C=CC=C3 methyl 2-[11-(4-phenylquinazolin-2-yl)benzo[a]carbazol-5-yl]benzoate